O=C1NC(CCC1C1=COC2=C1C=CC(=C2)C=2N(C1=CC=CC=C1C2)C(=O)OC(C)(C)C)=O tert-butyl 2-(3-(2,6-dioxopiperidin-3-yl) benzofuran-6-yl)-1H-indole-1-carboxylate